Cobalt-Iron-Aluminum-Silicon [Si].[Al].[Fe].[Co]